6-HYDROXYQUINOLINE-3-CARBOXALDEHYDE OC=1C=C2C=C(C=NC2=CC1)C=O